CO[C@]1([C@H](C1)N)C (1s,2r)-2-methoxy-2-methylcyclopropan-1-amine